(3R,4R)-4-{[5-(2,4-difluoro-phenyl)-isoxazole-3-carbonyl]-amino}-1-((1R,2S)-2-hydroxy-cyclohexyl)-piperidine-3-carboxylic acid ((1S)-1-pyridin-2-yl-ethyl)-amide N1=C(C=CC=C1)[C@H](C)NC(=O)[C@@H]1CN(CC[C@H]1NC(=O)C1=NOC(=C1)C1=C(C=C(C=C1)F)F)[C@H]1[C@H](CCCC1)O